BrC1=CC(=C(C=C1F)CC(=O)NC1=C(C(=C(C(=O)OC(C)(C)C)C=C1)F)NCCOC)F Tert-butyl 4-(2-(4-bromo-2,5-difluorophenyl)acetamido)-2-fluoro-3-((2-methoxyethyl)amino)benzoate